FC1=C2C(NN=C(C2=C(C=C1)F)C1=CC2=C(NC(=N2)NC(OC(C)(C)C)=O)C=C1)=O tert-Butyl (5-(5,8-difluoro-4-oxo-3,4-dihydrophthalazin-1-yl)-1H-benzimidazol-2-yl)carbamate